ClC1=CC=C(C(=N1)C(=O)NS(=O)(=O)C)N[C@H](C)C=1C=C(C=C2C(N(C(=NC12)N1CCC(CC1)C1=NN2C(OCC2)=C1)C)=O)C (R)-6-chloro-3-((1-(2-(4-(2,3-dihydropyrazolo[5,1-b]oxazol-6-yl)piperidin-1-yl)-3,6-dimethyl-4-oxo-3,4-dihydroquinazolin-8-yl)ethyl)amino)-N-(methylsulfonyl)picolinamide